C(CCCCCCCCCC=CCCCCCCCC)O 11-Eicosen-1-ol